leucyl-arginine N[C@@H](CC(C)C)C(=O)N[C@@H](CCCNC(N)=N)C(=O)O